OOO.[Fe].[Ni] nickel-iron dihydroxyl oxide